BrC1=C(C(=C(C=C1)F)C)F 1-Bromo-2,4-difluoro-3-methylbenzene